C(C1=CC=CC=C1)N([C@H]1C(NCCCC1)=O)CC1=CC=CC=C1 (3R)-3-(dibenzylamino)azepan-2-one